FC1=CC=C2C(=CC=NC2=C1)N1CCN(CC1)C(=O)C1CN(CCC1)S(=O)(=O)CCC(=O)OC methyl 3-((3-(4-(7-fluoroquinolin-4-yl)piperazine-1-carbonyl)piperidin-1-yl)sulfonyl)propanoate